(R)-methyl 2-((benzyloxy)methyl)-1-methylpyrrolidine-2-carboxylate C(C1=CC=CC=C1)OC[C@@]1(N(CCC1)C)C(=O)OC